5-[(1R,5S)-3,8-diazabicyclo[3.2.1]Octane-3-yl]-2-methyl-benzamide [C@H]12CN(C[C@H](CC1)N2)C=2C=CC(=C(C(=O)N)C2)C